C(C)(C)(C)OC(=O)N1CCN(CC1)C=1C=NC(=CC1)OCC(F)F 4-(6-(2,2-Difluoroethoxy)pyridin-3-yl)piperazine-1-carboxylic acid tert-butyl ester